C(#N)C=1C(=NC=CN1)N(S(=O)(=O)C)C N-(3-Cyanopyrazin-2-yl)-N-methylmethanesulfonamide